2-(methylamino)ethane CNCC